(-)-1-(3-(aminomethyl)phenyl)-N-(5-((cyclopropylmethylamino)(2-hydroxyphenyl)methyl)-2-fluorophenyl)-3-(trifluoromethyl)-1H-pyrazole-5-carboxamide NCC=1C=C(C=CC1)N1N=C(C=C1C(=O)NC1=C(C=CC(=C1)C(C1=C(C=CC=C1)O)NCC1CC1)F)C(F)(F)F